C(C)(=O)OC=1C=C2C(=C(NC2=CC1)C1=CC=C(C=C1)O)C 2-(4-hydroxyphenyl)-3-methyl-1H-indol-5-ol acetate